N1(N=CC=C1)C1CCN(CC1)C1CC2(C1)CN(CC2)C(=O)OC(C([2H])([2H])[2H])([2H])[2H] (2H5)ethyl 2-[4-(1H-pyrazol-1-yl)piperidin-1-yl]-6-azaspiro[3.4]octane-6-carboxylate